CC1=C2C(=CC=3C=4C=C(C=CC4N(C13)C)OCCC(C)(C)NC(OC(C)(C)C)=O)C=NC=C2 tert-butyl (4-((5,6-dimethyl-6H-pyrido[4,3-b]carbazol-9-yl)oxy)-2-methylbutan-2-yl)carbamate